N-ethyl-5-fluoro-N-isopropyl-2-[7-(1-{[(1r,4r)-4-ethanesulfonamidocyclohexyl]methyl}pyrrolidin-3-yl)imidazo[1,5-a]pyridin-5-yl]benzamide C(C)N(C(C1=C(C=CC(=C1)F)C1=CC(=CC=2N1C=NC2)C2CN(CC2)CC2CCC(CC2)NS(=O)(=O)CC)=O)C(C)C